C1(=CC=CC=C1)N1C(=NN=C1C=1C=NC=CC1)SCC(=O)NC1=C(C2=C(S1)CCC2)C(=O)N 2-(2-{[4-phenyl-5-(pyridin-3-yl)-4H-1,2,4-triazol-3-yl]sulfanyl}acetamido)-4H,5H,6H-cyclopenta[b]thiophene-3-carboxamide